[Zn].[Cu].[Fe].[In] indium-iron-copper-zinc